OC[C@H](C[C@H]1C(NCC1)=O)NC([C@H](CC1(CC1)C)NC(O)=O)=O ((S)-1-(((S)-1-hydroxy-3-((S)-2-oxopyrrolidin-3-yl)propan-2-yl)amino)-3-(1-methylcyclopropyl)-1-oxopropan-2-yl)carbamic acid